FC(C=1C(=NC=NC1)O)(F)F 5-(trifluoromethyl)pyrimidin-4-ol